NC(CO)(C)C C2-amino-2-methylpropan-1-ol